1-(4-benzyl-3-oxo-3,4-dihydro-2H-benzo[b][1,4]thiazin-6-yl)-3-(1H-pyrrolo[3,2-b]pyridin-3-yl)urea C(C1=CC=CC=C1)N1C2=C(SCC1=O)C=CC(=C2)NC(=O)NC2=CNC=1C2=NC=CC1